N1(N=CC=C1)C1=CC=C(C=C1)NC1=CC=NC2=CC(=C(C=C12)C(=O)N)OC 4-((4-(1H-pyrazol-1-yl)phenyl)amino)-7-methoxyquinoline-6-carboxamide